C(C1CO1)OC(C1=CC(=CC=C1)C=C)C α-methyl-m-vinylbenzyl glycidyl ether